C(CCC)N1CC(C2=CC=CC=C12)=[N+]=[N-] 1-butyl-3-diazoindole